N-[(Benzyloxy)carbonyl]-L-alanyl-L-alanin C(C1=CC=CC=C1)OC(=O)N[C@@H](C)C(=O)N[C@@H](C)C(=O)O